3-(2-methylphenyl)-1,4,2-dioxazol-5-one CC1=C(C=CC=C1)C1=NOC(O1)=O